propyl-ammonium toluenesulfonate C(C1=CC=CC=C1)S(=O)(=O)[O-].C(CC)[NH3+]